2-((4-(6-((5-cyanothiophen-2-yl)methoxy)pyridin-2-yl)piperidin-1-yl)methyl)-1-(2-methoxyethyl)-1H-benzo[d]imidazole-6-carboxylic acid C(#N)C1=CC=C(S1)COC1=CC=CC(=N1)C1CCN(CC1)CC1=NC2=C(N1CCOC)C=C(C=C2)C(=O)O